C(C)(C)C1=C(C=CC=C1)C1NCCC1 2-(2-isopropylphenyl)pyrrolidine